3-chloro-5-fluoro-N-[[2,2,6,6-tetradeuterio-1-[2-oxo-2-[[2,2,2-trideuterio-1,1-bis(trideuteriomethyl)ethyl]amino]ethyl]-4-piperidyl]methyl]benzamide ClC=1C=C(C(=O)NCC2CC(N(C(C2)([2H])[2H])CC(NC(C([2H])([2H])[2H])(C([2H])([2H])[2H])C([2H])([2H])[2H])=O)([2H])[2H])C=C(C1)F